9-((1R,2s,3S,5s,7s)-5-bromoadamantan-2-yl)-[1,2]oxaborinino[5,6-d]pyrrolo[2,3-b]pyridin-7(3H)-ol BrC12C[C@H]3C([C@H](CC(C1)C3)C2)C2=CB(OC=3C2=C2C(=NC3)NC=C2)O